C(#N)C1=CC=2N(C=C1)C(=CN2)S(=O)(=O)NC=2C(=NC(=C(C2)F)OCC(F)F)OC 7-cyano-N-[6-(2,2-difluoroethoxy)-5-fluoro-2-methoxy-3-pyridinyl]imidazo[1,2-a]pyridine-3-sulfonamide